(1S,3'R,4'S,5'S,6'R)-5-Chloro-6-((4-fluoro-5-(2-hydroxyethyl)thiophen-2-yl)methyl)-6'-methyl-3',4',5',6'-tetrahydro-3H-spiro[isobenzofuran-1,2'-pyran]-3',4',5'-triol ClC=1C=C2CO[C@]3(O[C@@H]([C@H]([C@@H]([C@H]3O)O)O)C)C2=CC1CC=1SC(=C(C1)F)CCO